C(C(C)C)C1OCCC(C1)(C)O tetrahydro-2-isobutyl-4-methyl-4(2H)-pyranyl alcohol